C1N(CC12CNC2)C2=NC=NC=C2OC2=C(C(=O)N(C(C)C)C(C)C)C=C(C=C2)F 2-{[4-(2,6-diazaspiro[3.3]hept-2-yl)pyrimidin-5-yl]oxy}-5-fluoro-N,N-di(propan-2-yl)benzamide